6-Methanesulfonylpyridine CS(=O)(=O)C1=CC=CC=N1